1-(2-(methyl-d3)benzo[d]thiazol-6-yl)ethan-1-ol C(C=1SC2=C(N1)C=CC(=C2)C(C)O)([2H])([2H])[2H]